(6-(7-azabicyclo[4.2.0]octan-7-yl)-2-(4-methylthiazol-2-yl)pyrimidin-4-yl)morpholine C12CCCCC2N(C1)C1=CC(=NC(=N1)C=1SC=C(N1)C)N1CCOCC1